FC(OC1=C(C=CC(=C1F)F)[C@H]1[C@H](O[C@]([C@H]1C)(C(F)(F)F)C)C(=O)NC1=CC(=NC=C1)C(=O)N)F 4-((2S,3S,4S,5R)-3-(2-(difluoromethoxy)-3,4-difluorophenyl)-4,5-dimethyl-5-(trifluoromethyl)tetrahydrofuran-2-carboxamido)picolinamide